FC1(CC2(C1)C[C@H](N(CC2)CC2=C1C=CN(C1=C(C=C2OC)C)C(=O)OC(C)(C)C)C2=C(C=C(C=C2)C(=O)OC)NC2COC2)F tert-Butyl 4-{[(6S)-2,2-difluoro-6-[4-(methoxycarbonyl)-2-(oxetan-3-ylamino)phenyl]-7-azaspiro[3.5]nonan-7-yl]methyl}-5-methoxy-7-methylindole-1-carboxylate